N1(C=NC2=C1C=CC=C2)C2=NC(=NC=C2C(F)(F)F)N[C@@H]2CNCCC2 4-(1H-1,3-benzodiazol-1-yl)-N-[(3S)-piperidin-3-yl]-5-(trifluoromethyl)pyrimidin-2-amine